methacryloxypropyltrimethoxy-silan C(C(=C)C)(=O)OCCC[Si](OC)(OC)OC